1-(2-methoxyethyl)-1H-thieno[2,3-d]imidazole-5-carboxylic acid COCCN1C=NC2=C1C=C(S2)C(=O)O